(3S,4R)-4-((7-((R)-3-(2,2-difluoroethyl)pyrrolidin-1-yl)-5-fluoropyrrolo[2,1-f][1,2,4]triazin-2-yl)amino)tetrahydro-2H-pyran-3-ol FC(C[C@@H]1CN(CC1)C1=CC(=C2C=NC(=NN21)N[C@H]2[C@@H](COCC2)O)F)F